F[C@H]1[C@@H]([C@H](O[C@H]1N1C2=NC=NC(=C2N=C1)OC)CO)O (2R,3R,4S,5R)-4-fluoro-2-(hydroxymethyl)-5-(6-methoxy-9H-purin-9-yl)tetrahydrofuran-3-ol